6-[(7S)-2-{3-[4-(2-Methylpyridin-3-yl)phenyl]-1H-pyrrolo[2,3-b]pyridin-5-yl}-6,7,8,9-tetrahydro-5H-benzo[7]annulen-7-yl]-3-oxa-6-azabicyclo[3.1.1]heptane CC1=NC=CC=C1C1=CC=C(C=C1)C1=CNC2=NC=C(C=C21)C=2C=CC1=C(CC[C@H](CC1)N1C3COCC1C3)C2